ClC1=CC=C(C=C1)CC(=O)N1C=CC2=CC(=C(C=C12)C(F)(F)F)F 2-(4-chlorophenyl)-1-(5-fluoro-6-(trifluoromethyl)indol-1-yl)ethanone